NC=1C(=NC(=CN1)C1CCOCC1)C=1C=C2CN(C(C2=CC1)=O)[C@H](CO)C1=CC(=CC(=C1)F)Br (S)-5-(3-amino-6-(tetrahydro-2H-pyran-4-yl)pyrazin-2-yl)-2-(1-(3-bromo-5-fluorophenyl)-2-hydroxyethyl)isoindolin-1-one